C(#N)C=1C(=CC(=NC1)NC(=O)C1=CN(C=2C1=NC(=CC2)C=O)C)OC(C)C N-(5-cyano-4-(isopropoxy)pyridin-2-yl)-5-formyl-1-methyl-1H-pyrrolo[3,2-b]pyridine-3-carboxamide